FC=1C=C(C=CC1)[C@@H]1N(CCC1)C=1C=CC=2N(N1)C(=CN2)C2=CC=CC(=N2)N2CCN(CC2)CCOC2=CC=C1CN(C(C1=C2)=O)C2C(NC(CC2)=O)=O 3-(6-(2-(4-(6-(6-((R)-2-(3-fluorophenyl)pyrrolidin-1-yl)imidazo[1,2-b]pyridazin-3-yl)pyridin-2-yl)piperazin-1-yl)ethoxy)-1-oxoisoindolin-2-yl)piperidine-2,6-dione